C(CCCCCCCCCCC)C(CO)(O)CO monododecylglycerol